Cl.FC=1C(=NC=CC1)C1=CN=C(S1)C(=O)[C@H]1CNCCO1 (R)-(5-(3-fluoropyridin-2-yl)thiazol-2-yl)(morpholin-2-yl)methanone hydrochloride